C1=NC=CC2=CC=C(C=C12)C1=CC(=NN1C)NC(=O)NC1=CC(=C(C=C1)CN1CCN(CC1)C)C(F)(F)F 1-(5-(isoquinolin-7-yl)-1-methyl-1H-pyrazol-3-yl)-3-(4-((4-methylpiperazin-1-yl)methyl)-3-(trifluoromethyl)phenyl)urea